P(SC1CCCCC1)(SC1CCCCC1)SC1CCCCC1 tricyclohexyl trithiophosphite